4-(ETHYLCARBAMOYL)-3-FLUOROBENZENEBORONIC ACID C(C)NC(=O)C1=C(C=C(C=C1)B(O)O)F